BrC1=CC2=CN(N=C2C(=C1)C(F)(F)F)C 5-bromo-2-methyl-7-(trifluoromethyl)indazole